8-chloro-6-iodo-[1,2,4]triazolo[1,5-a]pyrazine ClC=1C=2N(C=C(N1)I)N=CN2